CC(C)(C)C(=O)O The molecule is a branched, short-chain fatty acid composed of propanoic acid having two methyl substituents at the 2-position. It is a branched-chain saturated fatty acid, a methyl-branched fatty acid and a short-chain fatty acid. It is a conjugate acid of a pivalate.